[As].[Fe] iron arsenic salt